ClC=1C(=C(C=CC1Cl)NC=1C2=C(N=CN1)C=NC(=C2)N2CNCCC2)F N-(3,4-dichloro-2-fluorophenyl)-6-(tetrahydropyrimidin-1(2H)-yl)pyrido[3,4-d]pyrimidin-4-amine